ClC1=C(C=CC=C1OCCCN1CCOCC1)C1=C(C(=CC=C1)NC=1N=CC=C2C=C(C=NC12)CN1C(CCCC1)CC(=O)O)C 1-((8-((2'-chloro-2-methyl-3'-(3-morpholinopropoxy)-[1,1'-biphenyl]-3-yl)amino)-1,7-naphthyridin-3-yl)methyl)piperidine-2-acetic acid